C(N)(OCCS(=O)(=O)C)=O 2-methylsulfonylethyl carbamate